[3-amino-6-(3,4-dihydro-2H-pyran-6-yl)pyrazolo[3,4-b]pyridin-1-yl]-(2-methoxyphenyl)methanone NC1=NN(C2=NC(=CC=C21)C2=CCCCO2)C(=O)C2=C(C=CC=C2)OC